beta-Hydroxy-beta-Methyl-Butyric acid OC(CC(=O)O)(C)C